C/C(=C/C(C)C)/C1=C(C=CC=C1)C1=NC(=NC(=C1)OC1=CC=C(C=C1)N1CCN(CC1)C)NS(=O)(=O)C=1C=NN(C1)C N-[4-[2-[(Z)-1,3-dimethylbut-1-enyl]phenyl]-6-[4-(4-methylpiperazin-1-yl)phenoxy]pyrimidin-2-yl]-1-methyl-pyrazole-4-sulfonamide